C(C)OC(=O)C1=NN(C=C1NC(C)=O)C1OCCCC1 4-acetamido-1-(tetrahydro-2H-pyran-2-yl)-1H-pyrazole-3-carboxylic acid ethyl ester